ClC1=CC=C(C=C1)C1=C(CCC(C1)(C)C)CN1CCC(CC1)C1=CC(=C(C(=O)N)C=C1)N1C2=C(OCC1)N=C1C(=C2)C=CN1 4-(1-((4'-chloro-5,5-dimethyl-3,4,5,6-tetrahydro-[1,1'-biphenyl]-2-yl)methyl)piperidin-4-yl)-2-(2,3-dihydropyrrolo[3',2':5,6]pyrido[2,3-b][1,4]oxazin-1(6H)-yl)benzamide